C1CCC2=C(C=C3CCCC3=C12)NC(=O)NS(=O)(=O)\C=C\C1N(CCC1)C (E)-N-((1,2,3,6,7,8-Hexahydro-as-indacen-4-yl)carbamoyl)-2-(1-methylpyrrolidin-2-yl)ethen-1-sulfonamid